4-(3-amino-1H-pyrazolo[4,3-b]pyridin-5-yl)-3-fluoro-N-phenylbenzenesulfonamide NC1=NNC=2C1=NC(=CC2)C2=C(C=C(C=C2)S(=O)(=O)NC2=CC=CC=C2)F